C(C)(=O)C1(NC(=C(CC1)C(C)=O)C)C 2,5-diacetyl-1,4-dihydrolutidine